C(#N)CC(=O)N1C[C@@H]([C@@H](CC1)C)N(C=1C2=C(N=CN1)N(C=C2)C(OC2CCNCC2)=S)C O-(piperidin-4-yl) 4-(((3R,4R)-1-(2-cyano acetyl)-4-methylpiperidin-3-yl) (methyl) amino)-7H-pyrrolo[2,3-d]pyrimidine-7-carbothioate